NC1=NC=C(C2=C1C=NN2COCC[Si](C)(C)C)NC(C(N2[C@@H](CC([C@H](C2)C)OC)C2=CC=C(C=C2)F)=O)=O |r| N-[4-amino-1-(2-trimethylsilylethoxymethyl)pyrazolo[4,3-c]pyridin-7-yl]-2-oxo-2-[rac-(2S,5S)-2-(4-fluorophenyl)-4-methoxy-5-methyl-1-piperidyl]acetamide